1-(6-bromo-1,3-benzodioxol-5-yl)propan-2-amine BrC=1C(=CC2=C(OCO2)C1)CC(C)N